ClC=1C(=NC(=NC1)SC)C=1NC2=CC(=CC(=C2C(C1)=O)F)F 2-(5-chloro-2-methylsulfanyl-pyrimidin-4-yl)-5,7-difluoro-1H-quinolin-4-one